benzyl 4-[[3-[(1R,5S)-3,8-diazabicyclo[3.2.1]octan-8-yl]phenyl]methyl]piperazine-1-carboxylate [C@H]12CNC[C@H](CC1)N2C=2C=C(C=CC2)CN2CCN(CC2)C(=O)OCC2=CC=CC=C2